tert-butyldimethyl[2-(prop-2-yn-1-yloxy)propoxy]silane C(C)(C)(C)[Si](OCC(C)OCC#C)(C)C